FC(OC1=CC=C(C=C1)N(C1CCN(CC1)C(=O)C12CC(C1)(C2)F)C=2C=NC=CC2OC)F (4-((4-(Difluoromethoxy)phenyl)(4-methoxypyridin-3-yl)amino)piperidin-1-yl)(3-fluorobicyclo[1.1.1]pentan-1-yl)methanone